C(N)(=O)[C@H]1N(CC(C1)(F)F)C(CNC(OC(C)(C)C)=O)=O (S)-tert-butyl (2-(2-carbamoyl-4,4-difluoropyrrolidin-1-yl)-2-oxoethyl)carbamate